FC(C=1C(=C(C=NC1)NCC=1C=C2N=CC=NC2=CC1)O[C@H]1CNCC1)F (R)-5-(difluoromethyl)-4-(pyrrolidin-3-yloxy)-N-(quinoxalin-6-ylmethyl)pyridin-3-amine